C(#N)COC(CC)=O propanoic acid cyanomethyl ester